N[C@@H]1CN(CCC1)C1=NC2=C(N1CC1=NC=C(C#N)C=C1)C=C(C=C2F)F (S)-6-((2-(3-aminopiperidin-1-yl)-4,6-difluoro-1H-benzo[d]imidazol-1-yl)methyl)nicotinonitrile